C(CCCCCCCCCCCCCCCCCCCCCCC)(=O)OCCCCCCCCCCCCCCCCCCCCCC behenyl lignocerate